(3-fluoroazetidine-3-yl)methanol hydrochloride Cl.FC1(CNC1)CO